C(C=C)(=O)N1C[C@@H](CC1)N1C(N(C=2C=NC=CC21)C2=CC=C(C=C2)OC2=C(C(=CC=C2)C)F)=O (R)-1-(1-acryloylpyrrolidin-3-yl)-3-(4-(2-fluoro-3-methylphenoxy)phenyl)-1H-imidazo[4,5-c]pyridin-2(3H)-one